CC=1C2(C3=CC4=CC=CC=C4C3=CC1)C(=CC=C1C3=CC=CC=C3C=C12)C 2,2'-dimethylspirobifluorene